CP(=O)(C)C1=C(C=CC=C1)NC1=NC=NC(=C1)NC1=NC=CC(=C1)C N4-(2-(dimethylphosphoryl)phenyl)-N6-(4-methylpyridin-2-yl)pyrimidine-4,6-diamine